N,3-Dimethyl-N-(tetrahydro-2H-pyran-4-yl)-1H-pyrazolo[3,4-c]pyridin-5-amine CN(C=1C=C2C(=CN1)NN=C2C)C2CCOCC2